FC=1C=C(C=CC1B1OC(C(O1)(C)C)(C)C)C1CCNCC1 4-(3-fluoro-4-(4,4,5,5-tetramethyl-1,3,2-dioxaborolan-2-yl)phenyl)piperidine